N-(2-methyl-6-(piperidin-1-yl)-2H-indazol-5-yl)-2-(6-methylpyridin-3-yl)oxazole-4-carboxamide CN1N=C2C=C(C(=CC2=C1)NC(=O)C=1N=C(OC1)C=1C=NC(=CC1)C)N1CCCCC1